FC1=CC=C(CNC(OC2=CC=CC=C2)=O)C=C1 phenyl (4-fluorobenzyl)carbamate